tert-butyl (2-(1-((1-((R)-3-cyclohexyl-2-methylpropanoyl)-4-hydroxy-3,3-dimethylpiperidin-4-yl)methyl)-6-oxo-1,6-dihydropyrimidin-4-yl)benzyl)carbamate C1(CCCCC1)C[C@H](C(=O)N1CC(C(CC1)(O)CN1C=NC(=CC1=O)C1=C(CNC(OC(C)(C)C)=O)C=CC=C1)(C)C)C